Tert-butyl (4-(1-(2,6-dioxopiperidin-3-yl)-3-methyl-2-oxo-2,3-dihydro-1H-benzo[d]imidazole-5-yl)butyl)carbamate O=C1NC(CCC1N1C(N(C2=C1C=CC(=C2)CCCCNC(OC(C)(C)C)=O)C)=O)=O